BrC=1C=CC(=NC1)C(CCS(=O)(=O)CC[C@@H](C(=O)OC(C)(C)C)NC(=O)OC(C)(C)C)(C(F)(F)F)O tert-butyl (2S)-4-[3-(5-bromo-2-pyridyl)-4,4,4-trifluoro-3-hydroxy-butyl]sulfonyl-2-(tert-butoxycarbonylamino)butanoate